N-(4-((5-(3-fluoro-4-hydroxyphenyl)-1H-pyrazol-3-yl)amino)-3-methylphenyl)-3-morpholinopropanamid FC=1C=C(C=CC1O)C1=CC(=NN1)NC1=C(C=C(C=C1)NC(CCN1CCOCC1)=O)C